thiodiacetate S(CC(=O)[O-])CC(=O)[O-]